C1(CC1)S(=O)(=O)NC1=NC(=CC(=N1)C(C(=O)NC1=CC=C(C=C1)C=1C=NC=CC1)(C)C)OC 2-(2-(cyclopropanesulfonylamino)-6-methoxypyrimidin-4-yl)-2-methyl-N-(4-(pyridin-3-yl)phenyl)propanamide